CON(C(=O)C=1N=C(SC1)C(C1=CN(C2=CC=CC=C12)C(=O)OC(C)(C)C)O[Si](C)(C)C)C tert-butyl 3-((4-(methoxy(methyl)carbamoyl)thiazol-2-yl) (trimethyl silyloxy)methyl)-1H-indole-1-carboxylate